tert-Butyl ((1S,9S)-9-ethyl-5-fluoro-9-hydroxy-4-methyl-10,13-dioxo-2,3,9,10,13,15-hexahydro-1H,12H-benzo[de]pyrano[3',4':6,7]indolizino[1,2-b]quinolin-1-yl)carbamate C(C)[C@]1(C(OCC=2C(N3CC=4C(=NC=5C=C(C(=C6C5C4[C@H](CC6)NC(OC(C)(C)C)=O)C)F)C3=CC21)=O)=O)O